2-[(2-bromo-4-pyridinyl)-methyl-amino]ethanol (2R,3R)-5,7-dihydroxy-2-(3,4,5-trihydroxyphenyl)chroman-3-yl-2-fluoro-3,4,5-trihydroxybenzoate OC1=C2C[C@@H]([C@@H](OC2=CC(=C1)O)C1=CC(=C(C(=C1)O)O)O)C1=C(C(=C(C(=C1C(=O)OCCN(C)C1=CC(=NC=C1)Br)F)O)O)O